FC1=CC=C(C=C1)C1=NOCC1 (RS)-3-(4-fluorophenyl)-4,5-dihydroisoxazol